5-(5-{[cis-3-(4-fluoro-3-methylphenoxy)cyclobutyl]oxy}pyrazin-2-yl)isoxazol-3-ol FC1=C(C=C(O[C@H]2C[C@H](C2)OC=2N=CC(=NC2)C2=CC(=NO2)O)C=C1)C